(S)-1-(4-Cyanopyridin-2-yl)-N-((S)-2-(3,3-difluorocyclobutylamino)-2-oxo-1-phenylethyl)-N-(3,5-difluorophenyl)-5-oxopyrrolidine-2-carboxamide C(#N)C1=CC(=NC=C1)N1[C@@H](CCC1=O)C(=O)N(C1=CC(=CC(=C1)F)F)[C@H](C(=O)NC1CC(C1)(F)F)C1=CC=CC=C1